(S)-7-chloro-N-(3-((3-(dimethylamino)pyrrolidin-1-yl)methyl)-2-fluoro-5-(trifluoromethyl)phenyl)-1-methyl-6-(pyrazolo[1,5-a]pyrazin-3-yloxy)-1H-imidazo[4,5-b]pyridin-2-amine ClC1=C2C(=NC=C1OC=1C=NN3C1C=NC=C3)N=C(N2C)NC2=C(C(=CC(=C2)C(F)(F)F)CN2C[C@H](CC2)N(C)C)F